C12=CC=C(CC1)C2 norbornadien